COC1=CC=C(C=C1)OS(=O)(=O)F 4-methoxyphenylfluorosulfate